C1(CCC1)S(=O)CSC1=C(C#N)C(=CC(=N1)C=1C=NN(C1)C)C1=CC=C(C=C1)OCCO 2-(((cyclobutylsulfinyl)methyl)thio)-4-(4-(2-hydroxyethoxy)phenyl)-6-(1-methyl-1H-pyrazol-4-yl)nicotinonitrile